1-((7-((2S,4R)-4-Amino-2-phenylpiperidine-1-carbonyl)-7-azaspiro[4.5]decan-10-yl)methyl)-4-(difluoromethyl)pyridin-2(1H)-one N[C@H]1C[C@H](N(CC1)C(=O)N1CC2(CCCC2)C(CC1)CN1C(C=C(C=C1)C(F)F)=O)C1=CC=CC=C1